3-bromo-2-(bromomethyl)-6-fluoro-1-methyl-7-(trifluoromethyl)quinolin-4(1H)-one BrC1=C(N(C2=CC(=C(C=C2C1=O)F)C(F)(F)F)C)CBr